N-((2r,4S,5r)-2-((S)-1-(4-fluorophenyl)-1,2,3,4-tetrahydroisoquinoline-2-carbonyl)-5-((2-hydroxyethyl)thio)tetrahydro-2H-pyran-4-yl)-4-methylbenzenesulfonamide FC1=CC=C(C=C1)[C@@H]1N(CCC2=CC=CC=C12)C(=O)[C@@H]1OC[C@@H]([C@H](C1)NS(=O)(=O)C1=CC=C(C=C1)C)SCCO